C(#N)CC(=O)NC1=C(C=C(C=C1)C1=CC=CC=C1)C1=NN(C=C1)CC=1C=NC=CC1 2-cyano-N-(3-(1-(pyridin-3-ylmethyl)-1H-pyrazol-3-yl)-[1,1'-biphenyl]-4-yl)acetamide